C(C)S(=O)(=O)C=1C=CC(=NC1C=1C=C2C(=CN1)N(N=C2)CC(C(F)(F)F)(F)F)N(C(=O)C2CC2)C N-[5-ethylsulfonyl-6-[1-(2,2,3,3,3-pentafluoropropyl)pyrazolo[3,4-c]pyridin-5-yl]-2-pyridyl]-N-methyl-cyclopropane-carboxamide